4-methyl-1-(4-pyridyl)pentane-1,3-dione CC(C(CC(=O)C1=CC=NC=C1)=O)C